8'-(2'-(4,6-diphenyl-1,3,5-triazin-2-yl)-[1,1'-biphenyl]-2-yl)spiro[cyclohexane-1,9'-fluorene]-1'-carbonitrile C1(=CC=CC=C1)C1=NC(=NC(=N1)C1=CC=CC=C1)C1=C(C=CC=C1)C1=C(C=CC=C1)C=1C=CC=C2C=3C=CC=C(C3C3(C12)CCCCC3)C#N